1-(4,6-dichloropyridin-3-yl)-2-methylpropan-1-ol ClC1=C(C=NC(=C1)Cl)C(C(C)C)O